ruthenium-antimony [Sb].[Ru]